4,9-dioxatricyclo[5.3.0.02,6]decan C12C3COCC3C2COC1